ClC1=C(C=CC(=C1)Cl)CN1C(CCC1=O)CC(=O)NCCCN1C=NC=C1 2-[1-[(2,4-dichlorophenyl)methyl]-5-oxopyrrolidin-2-yl]-N-[3-(1H-imidazol-1-yl)propyl]acetamid